2-chloro-9-cyclobutyl-7,7-difluoro-5-methyl-8,9-dihydro-5H-pyrimido[4,5-b][1,4]diazepine ClC=1N=CC2=C(N(CC(CN2C)(F)F)C2CCC2)N1